8-fluoro-6-(7-fluoro-2-methyl-indazol-5-yl)-N-methyl-N-(1-methyl-4-piperidinyl)imidazo[1,2-a]pyridine-2-carboxamide FC=1C=2N(C=C(C1)C1=CC3=CN(N=C3C(=C1)F)C)C=C(N2)C(=O)N(C2CCN(CC2)C)C